CSC(=S)NN=C1C(N(C2=C(C=CC=C12)C)CC=C)=O (7-methyl-1-allyl-2-oxoindolin-3-ylidene)hydrazinodithio-carboxylic acid methyl ester